6-(3-Isopropyl-5-(piperidin-4-ylmethoxy)-1H-indol-2-yl)-8-methyl-[1,2,4]triazolo[1,5-a]pyridin C(C)(C)C1=C(NC2=CC=C(C=C12)OCC1CCNCC1)C=1C=C(C=2N(C1)N=CN2)C